1-(prop-1-yn-1-yl)-2-(trifluoromethyl)benzene C(#CC)C1=C(C=CC=C1)C(F)(F)F